(1R,2S)-1-(5-chloropyridin-2-yl)-N-(4-(2,6-dimethoxyphenyl)-5-(methoxymethyl)-4H-1,2,4-triazol-3-yl)-1-methoxypropane-2-sulfonamide ClC=1C=CC(=NC1)[C@H]([C@H](C)S(=O)(=O)NC1=NN=C(N1C1=C(C=CC=C1OC)OC)COC)OC